magnesium diphosphate [O-]P([O-])(=O)OP(=O)([O-])[O-].[Mg+2].[Mg+2]